N-(6-amino-5-ethyl-3-pyridyl)-2-oxo-2-[(2R,5S)-2-[3-chloro-5-[2-(dimethylamino)ethoxy]phenyl]-5-methyl-1-piperidyl]acetamide NC1=C(C=C(C=N1)NC(C(N1[C@H](CC[C@@H](C1)C)C1=CC(=CC(=C1)OCCN(C)C)Cl)=O)=O)CC